CC(C(N1C(=NC(=C1[N+](=O)[O-])[2H])C)[2H])(O)[2H] α,2-dimethyl-5-nitro-1H-imidazole-1-ethanol-d3